C[C@]12[C@H]3CC[C@@]4([C@H](CC[C@H]4[C@@H]3CC[C@H]2C[C@]2(OC2([2H])[2H])CC1)C(C)=O)C 1-((3R,5S,8R,9S,10S,13S,14S,17S)-10,13-dimethylhexadecahydrospiro[cyclopenta[a]phenanthrene-3,2'-oxiran]-17-yl-3',3'-d2)ethan-1-one